N1=CC(=CC=C1)OCCCCCNC(OC(C)(C)C)=O tert-Butyl N-[5-(pyridin-3-yloxy)pentyl]carbamate